[Cl-].C(C1CO1)[N+](C)(C)C (2,3-epoxypropyl)trimethyl-ammonium chloride